(trifluoromethyl)2-pentene furothioate O1C(=CC=C1)C(O)=S.FC(F)(F)CC=CCC